S1C=NC2=C1C=C(C=C2)C=2C=C1CNC(C1=CC2C2=CC=C(C=C2)F)=O 5-(benzo[d]thiazol-6-yl)-6-(4-fluorophenyl)isoindolin-1-one